CN(S(=O)(=O)NC1CN(CCC1)C(=O)[O-])C 3-((N,N-dimethylsulfamoyl)amino)piperidine-1-carboxylate